FC=1C=C2C(C(=CN(C2=NC1N1CC2(COC2)C1)C1=C(C=C(C=C1F)F)F)C(=O)NC(C)(C(C(F)(F)F)(F)F)C)=O 6-fluoro-7-(2-oxa-6-azaspiro[3.3]hept-6-yl)-4-oxo-N-(3,3,4,4,4-pentafluoro-2-methylbut-2-yl)-1-(2,4,6-trifluorophenyl)-1,4-dihydro-1,8-naphthyridine-3-carboxamide